(Z)-2-azido-3-(2-fluoro-4-methoxyphenyl)acrylic acid methyl ester COC(/C(=C/C1=C(C=C(C=C1)OC)F)/N=[N+]=[N-])=O